CC(CN(C)C)Cl.Cl 2-Dimethylaminoisopropyl chloride hydrochloride